Titanium (3-methyl)-2-propoxydiglycolate CCC(C)OC(C(=O)[O-])OCC(=O)[O-].[Ti+4].CCC(C)OC(C(=O)[O-])OCC(=O)[O-]